(R)-5-(2-(dimethylamino)ethoxy)-2-methyl-N-(1-(3-(1-methyl-1H-pyrazol-4-yl)-5-(3-methylisothiazol-5-yl)phenyl)ethyl)benzamide CN(CCOC=1C=CC(=C(C(=O)N[C@H](C)C2=CC(=CC(=C2)C2=CC(=NS2)C)C=2C=NN(C2)C)C1)C)C